2-methoxy-2,4-dimethyl-2,3,4,6,7,8-hexahydro-5H-chromen-5-one COC1(OC=2CCCC(C2C(C1)C)=O)C